diphenyl-trimethoxydisilane C1(=CC=CC=C1)[SiH]([Si](OC)(OC)OC)C1=CC=CC=C1